[Ca+2].[Mn](=O)(=O)(=O)[O-].[K+].[Mn](=O)(=O)(=O)[O-].[Mn](=O)(=O)(=O)[O-] potassium permanganate, calcium salt